6-[5,6-difluoro-4-(4-methyl-3,3a,5,6,7,7a-hexahydro-2H-pyrrolo[3,2-b]pyridin-1-yl)-8-(methylamino)-9H-pyrido[2,3-b]indol-3-yl]-1-methyl-4-oxo-1,8-naphthyridine-3-carboxylic acid FC1=C2C3=C(NC2=C(C=C1F)NC)N=CC(=C3N3CCC1N(CCCC13)C)C=1C=C3C(C(=CN(C3=NC1)C)C(=O)O)=O